(2S)-2-amino-3-cinnolin-2-ium-2-yl-propanoic Acid 2,2,2-trifluoroacetate FC(C(=O)[O-])(F)F.N[C@H](C(=O)O)C[N+]1=NC2=CC=CC=C2C=C1